10-(4-((1S,4S)-2-oxa-5-azabicyclo[2.2.1]heptan-5-yl)butyl)-3,7-di(1H-indazol-5-yl)-10H-benzo[b]pyrido[2,3-e][1,4]oxazine [C@@H]12OC[C@@H](N(C1)CCCCN1C3=C(OC4=C1N=CC(=C4)C=4C=C1C=NNC1=CC4)C=C(C=C3)C=3C=C4C=NNC4=CC3)C2